C(=O)(C=C)C1=C(C(=O)N(C1=O)C1=CC=CC=C1)[N+](=O)[O-] Acrylnitryl-N-Phenylmaleimid